7-(1-methyl-1H-pyrazol-4-yl)imidazo[1,2-c]pyrimidin-5-ol CN1N=CC(=C1)C1=CC=2N(C(=N1)O)C=CN2